OC(C)(C)[C@H]1CN(C[C@H](C1)OC)C(=O)OCC1=CC=CC=C1 |r| benzyl rac-(3R,5S)-3-(2-hydroxypropan-2-yl)-5-methoxypiperidine-1-carboxylate